C(C)(=O)N1CCC(CC1)C(=O)N1C[C@H]([C@@H](C1)C1=CC(=C(C=C1)Cl)Cl)N(C(=O)N(C)C1=CC(=CC(=C1)C(F)(F)F)C(F)(F)F)C |o1:13,14| 1-[(3S*,4R*)-1-[(1-acetylpiperidin-4-yl)carbonyl]-4-(3,4-dichlorophenyl)pyrrolidin-3-yl]-3-[3,5-bis(trifluoromethyl)phenyl]-1,3-dimethylurea